3-Methoxy-7-nitro-1-phenyl-1H-benzo[g]indazol-4,5-dion COC1=NN(C=2C3=C(C(C(C12)=O)=O)C=C(C=C3)[N+](=O)[O-])C3=CC=CC=C3